4-(4-(Tert-butyl)phenoxy)aniline C(C)(C)(C)C1=CC=C(OC2=CC=C(N)C=C2)C=C1